C(C1=CC=CC=C1)N(C)CC1=C(OC2=C1C=CC=C2)C N-benzyl-N-methyl-1-(2-methylbenzofuran-3-yl)methylamine